C(C)C1=NC2=CC=C(C=C2C=N1)I ethyl-6-iodoquinazoline